ClC=1C=CC2=C(C1)C=1C(=CN(C(C1)=O)C(C(=O)O)C[C@@H](OC(F)F)C)CO[C@@H](C2)C (2ξ)-2-[(7R)-11-Chloro-7-methyl-2-oxo-7,8-dihydro-2H-[3]benzoxocino[5,6-c]pyridin-3(5H)-yl]-2,3,5-trideoxy-4-O-(difluoromethyl)-L-glycero-pentonic acid